C(C)(=O)N[C@H](C(=O)NC(C(=O)NCC=1C=C(OCCC2CN(CCC2)C(=O)OC(C)(C)C)C=CC1C)CCC1=CC=NC=C1)CC(=O)OC(C)(C)C tert-butyl 3-(2-(3-((2-((S)-2-acetamido-4-(tert-butoxy)-4-oxobutanamido)-4-(pyridin-4-yl)butanamido)methyl)-4-methylphenoxy)ethyl)piperidine-1-carboxylate